COC(=O)[C@H]1CN(CC1)CC1=C(C(=NC=C1)NC=1C(=C(C=CC1)C1=C(C(=CC=C1)C1=NC(=C(C=C1)C=O)OC)Cl)Cl)F (R)-1-((2-((2,2'-dichloro-3'-(5-formyl-6-methoxypyridin-2-yl)-[1,1'-biphenyl]-3-yl)amino)-3-fluoropyridin-4-yl)methyl)pyrrolidine-3-carboxylic acid methyl ester